(tert-butyl 7-(3-((3'-((2-chloro-4-formyl-5-hydroxyphenoxy) methyl)-2,2'-dimethyl-[1,1'-biphenyl]-3-yl) oxy) propyl)-7-azaspiro[3.5]non-2-yl) carbamate C(N)(OC1C(C2(C1)CCN(CC2)CCCOC=2C(=C(C=CC2)C2=C(C(=CC=C2)COC2=C(C=C(C(=C2)O)C=O)Cl)C)C)C(C)(C)C)=O